C(C)C(CCC(CCC=C)C)CCCCCCCCI 8-ethyl-16-iodo-5-methylhexadec-1-ene